CN(C(=O)C=1C=C2N=C(C=NC2=CC1)C=1C=C2C=CN(C(C2=CC1)=O)C)CCC1OCC1 N-methyl-3-(2-methyl-1-oxo-1,2-dihydro-6-isoquinolinyl)-N-(2-(2-oxetanyl)ethyl)-6-quinoxalinecarboxamide